chloro(dimethylamino)-N,N-dimethylmethanaminium hexafluorophosphate F[P-](F)(F)(F)(F)F.ClC([NH+](C)C)N(C)C